ethyl 2-((2-(3-bromophenyl)-2-oxoethyl)amino)-2-oxoacetate BrC=1C=C(C=CC1)C(CNC(C(=O)OCC)=O)=O